2-Amino-1-(4-ethylphenyl)ethanone hydrochloride Cl.NCC(=O)C1=CC=C(C=C1)CC